FC1(CCN(CC1)S(=O)(=O)C1=C(C=C(C=C1)C=C)C1=C(C=CC=C1)C)C(=O)N[C@H](C)\C=C/S(=O)(=O)C (R,Z)-4-fluoro-1-((2'-methyl-5-vinyl-[1,1'-biphenyl]-2-yl)sulfonyl)-N-(4-(methylsulfonyl)but-3-en-2-yl)piperidine-4-carboxamide